NC1=NC=NC(=C1OC)OC 4-amino-5,6-dimethoxypyrimidine